CN1CCN(CC1)C(=O)O[C@@H]1CC[C@H](CC1)C(N(C[C@@H]1CC[C@H](CC1)C1=CC(=C(C=C1)OC)C)C1=CC(=CC=C1)C=1C=NN(C1)C(C)C)=O trans-4-((3-(1-Isopropyl-1H-pyrazol-4-yl)phenyl)((trans-4-(4-methoxy-3-methylphenyl) cyclohexyl)methyl) carbamoyl)cyclohexyl 4-methylpiperazine-1-carboxylate